tert-butyl (R)-2-bromopropionate Br[C@@H](C(=O)OC(C)(C)C)C